FC(C=1C=CC(=NC1)C=CC1CN(C1)C(C=C)=O)(F)F 1-(3-(2-(5-(trifluoromethyl)pyridin-2-yl)vinyl)azetidin-1-yl)prop-2-en-1-one